OC(CN1N=C(C(=C1)C(=O)NC1=NC(=CC=C1)C1=CN=C2N1[C@H](CC2)C)OC)(C)C (S)-1-(2-hydroxy-2-methylpropyl)-3-methoxy-N-(6-(5-methyl-6,7-dihydro-5H-pyrrolo[1,2-a]imidazol-3-yl)pyridin-2-yl)-1H-pyrazole-4-carboxamide